FC=1C=C(C=C(C1OC1=C2C(=NC=C1)N(C=C2C=2C=NC(=CC2)OC)COCC[Si](C)(C)C)F)NC(=O)NCC2(COC2)C 1-(3,5-difluoro-4-{[3-(6-methoxypyridin-3-yl)-1-{[2-(trimethylsilyl)ethoxy]methyl}-1H-pyrrolo[2,3-b]pyridin-4-yl]oxy}phenyl)-3-[(3-methyloxetan-3-yl)methyl]urea